2-Amino-4-(butylamino)-6-(4-(piperazine-1-carbonyl)benzyl)pyridine NC1=NC(=CC(=C1)NCCCC)CC1=CC=C(C=C1)C(=O)N1CCNCC1